(2,4-dimethyl-pentadienyl)ruthenium CC(=C[Ru])C=C(C)C